ClCC1=C(C=C(C=C1C)C)C 2-(chloromethyl)-1,3,5-trimethylbenzene